4-((2S,5R)-4-(bis(4-chlorophenyl)methyl)-5-ethyl-2-methylpiperazin-1-yl)-2-methyl-1-(((R)-tetrahydrofuran-2-yl)methyl)-1H-[1,2,4]triazolo[3,4-b]purine ClC1=CC=C(C=C1)C(N1C[C@@H](N(C[C@H]1CC)C=1C=2N=C(N(C2N2C(N1)=NN=C2)C[C@@H]2OCCC2)C)C)C2=CC=C(C=C2)Cl